ClC=1C2=C(N=CN1)C(=C(N=C2)Cl)F 4,7-dichloro-8-fluoropyrido[4,3-d]pyrimidine